ClC1=C(C(=C(C(=C1)OC1(CC1)C)C#N)C=1N(N=CC1B1OC(C(O1)(C)C)(C)C)C)F 4-Chloro-3-fluoro-6-[(methylcyclopropyl)oxy]-2-[2-methyl-4-(4,4,5,5-tetramethyl-1,3,2-dioxaborolan-2-yl)pyrazol-3-yl]benzene-1-carbonitrile